CC=1OC(=CN1)C=1C=C2C=C(N=CC2=CC1)NC(CCN1CCN(CC1)C)=O N-(6-(2-methyloxazol-5-yl)isoquinolin-3-yl)-3-(4-methylpiperazin-1-yl)propanamide